FC1=CC=C(C(=O)N[C@H](C(=O)NC2=CC(=C(C=C2)S(=O)(=O)Cl)C(F)(F)F)CC2=CC=CC=C2)C=C1 (S)-4-(2-(4-fluorobenzamido)-3-phenylpropionamido)-2-(trifluoromethyl)benzene-1-sulfonyl chloride